FC=1C=C(C=C(C1)F)N1C=CC=2CC(CCC12)(F)F 1-(3,5-difluorophenyl)-5,5-difluoro-1,5,6,7-tetrahydro-4H-indol